OC1=C(C=C(C=C1)CCNC(C1=C(C=C(C=C1)O)O)=O)OC 2,4-dihydroxybenzoic acid N-2-(4-hydroxy-3-methoxyphenyl)ethylamide